6-fluoroimidazo[1,2-a]pyridin FC=1C=CC=2N(C1)C=CN2